C(CCCCCC)NC(O)=O.C(CCCCCC)NC(O)=O.CC1=CC=CC=C1 toluene-bis(heptyl carbamate)